6-(6-fluoro-5-methyl-3-pyridinyl)-2-phenoxymethylimidazo[1,2-a]pyrimidine FC1=C(C=C(C=N1)C=1C=NC=2N(C1)C=C(N2)COC2=CC=CC=C2)C